(azetidin-1-yl)-4-((4-(5-(trifluoromethyl)-1,2,4-oxadiazol-3-yl)phenyl)amino)cyclobut-3-ene-1,2-dione N1(CCC1)C=1C(C(C1NC1=CC=C(C=C1)C1=NOC(=N1)C(F)(F)F)=O)=O